OC1=C(C=CC=C1)C1=CC(=CN=N1)N1CCC(CC1)(C(=O)OC)C1=NOC(=C1)C methyl 1-(6-(2-hydroxyphenyl)pyridazine-4-yl)-4-(5-methylisoxazol-3-yl)piperidine-4-carboxylate